NC1=NC=C(C=C1C(=O)N[C@@H]1[C@H](CCC1)OCC1=CC=C(C=C1)B(O)O)C(F)(F)F [4-({[(1S,2S)-2-{[2-amino-5-(trifluoromethyl)pyridine-3-carbonyl]amino}cyclopentyl]oxy}methyl)phenyl]boronic acid